BrC1=C(C(=C(NC)C=C1)[N+](=O)[O-])F 4-bromo-3-fluoro-N-methyl-2-nitroaniline